tert-butyl 4-(7-chlorothieno[2,3-c]pyridin-3-yl)sulfonylpiperazine-1-carboxylate ClC=1N=CC=C2C1SC=C2S(=O)(=O)N2CCN(CC2)C(=O)OC(C)(C)C